ClBr monochloro monobromide